1-methyl-6-(trifluoromethyl)pyrimidin-2,4(1H,3H)-dion CN1C(NC(C=C1C(F)(F)F)=O)=O